N-(4-{4-chloro-2-[(3,3-difluoro-1-azetidinyl)carbonyl]-6-fluorophenyl}-6-cyclopropyl-2-pyridyl)-1-cyclopropyl-5-[(isobutylamino)methyl]-2-oxo-1,2-dihydronicotinamide ClC1=CC(=C(C(=C1)F)C1=CC(=NC(=C1)C1CC1)NC(C=1C(N(C=C(C1)CNCC(C)C)C1CC1)=O)=O)C(=O)N1CC(C1)(F)F